4-bromo-3-(2-chloro-5-fluorophenyl)-3-hydroxy-2,3-dihydro-1H-thieno[3,2-e]isoindol-1-one 6,6-dioxide BrC1=CC2=C(C=3C(NC(C13)(O)C1=C(C=CC(=C1)F)Cl)=O)C=CS2(=O)=O